FC1([C@@H](CN(C1)C)NC1=NN2C(C(=N1)OC)=C(C(=C2)F)C=2C=CC1=C(N(N=N1)CCCF)C2)F (R)-N-(4,4-difluoro-1-methylpyrrolidin-3-yl)-6-fluoro-5-(1-(3-fluoropropyl)-1H-benzo[d][1,2,3]triazol-6-yl)-4-methoxypyrrolo[2,1-f][1,2,4]triazin-2-amine